7-(4-(2,2,2-trifluoroethoxy)phenyl)-8-(trifluoromethyl)-2H-pyrimido[1,2-a]pyrimidine-2,6(1H)-dione FC(COC1=CC=C(C=C1)C1=C(N=C2N(C=CC(N2)=O)C1=O)C(F)(F)F)(F)F